CS(=O)(=O)C1(CC1)C1=NC(=NC(=C1)N1[C@@H](COCC1)C)NC1=CC=NN1C(=O)OC(C)(C)C tert-butyl 5-{[4-(1-methanesulfonylcyclopropyl)-6-[(3R)-3-methylmorpholin-4-yl] pyrimidin-2-yl] amino}-1H-pyrazole-1-carboxylate